2-(4-cyclopropyl-6-methylpyrimidin-5-yl)-8-({4-[1-methyl-4-(trifluoromethyl)imidazol-2-yl]phenyl}methyl)pyrido[2,3-d]pyrimidin-7-one C1(CC1)C1=NC=NC(=C1C=1N=CC2=C(N1)N(C(C=C2)=O)CC2=CC=C(C=C2)C=2N(C=C(N2)C(F)(F)F)C)C